2-(4-(2-acetyl-5-chlorophenyl)-3-ethoxy-6-oxopyridazin-1(6H)-yl)-3-phenylpropanamide C(C)(=O)C1=C(C=C(C=C1)Cl)C=1C(=NN(C(C1)=O)C(C(=O)N)CC1=CC=CC=C1)OCC